(R)-(3-methyl-1H-indol-6-yl)(8-methyl-3-(3-methyl-1,2,4-thiadiazol-5-yl)-5,6-dihydro-[1,2,4]triazolo[4,3-a]pyrazin-7(8H)-yl)methanone CC1=CNC2=CC(=CC=C12)C(=O)N1[C@@H](C=2N(CC1)C(=NN2)C2=NC(=NS2)C)C